FC(OCCC(N1C(N[C@](CC1=O)(C)CC)=N)C=1C=C(C(=O)NC2C(C(OC3=CC=CC=C23)(C)C)(C)O)C=CC1)F 3-[3-(difluoromethoxy)-1-[(4R)-4-ethyl-2-imino-4-methyl-6-oxo-hexahydropyrimidin-1-yl]propyl]-N-(3-hydroxy-2,2,3-trimethyl-chroman-4-yl)benzamide